(benzotriazol-1-yloxy)bipyridinium N1(N=NC2=C1C=CC=C2)OC2=[N+](C=CC=C2)[N+]2=CC=CC=C2